2-(4-((2-morpholinylethyl)amino)phthalazin-1-yl)-5-(trifluoromethyl)phenol N1(CCOCC1)CCNC1=NN=C(C2=CC=CC=C12)C1=C(C=C(C=C1)C(F)(F)F)O